BrC=1C=C(C=CC1)C(C1=CC2=C(C=N1)CN(C2)C(=O)OC(C)(C)C)O tert-butyl 6-[(3-bromophenyl) (hydroxy)methyl]-1H,2H,3H-pyrrolo[3,4-c]pyridine-2-carboxylate